BrC1=C2C=CC=C3OCC(=C32)C=C1 5-bromo-2H-naphtho[1,8-bc]furan